3-((3-iodophenyl)diazenyl)-3-methyl-2,3-dihydro-4H-benzo[4,5]imidazo[2,1-b][1,3]thiazin-4-one IC=1C=C(C=CC1)N=NC1(C(N2C(SC1)=NC1=C2C=CC=C1)=O)C